C1(CC1)CN1C(=CC=2C=CC3=C(NC(CS3)=O)C21)C2=NC1=C(N2C)C(=CC(=C1)C(=O)OC)F methyl 2-[9-(cyclopropylmethyl)-2-oxo-1H-pyrrolo[2,3-f][1,4]benzothiazin-8-yl]-7-fluoro-1-methyl-benzimidazole-5-carboxylate